4-(2-((R or S)-6-((S or R)-2-amino-3,3,3-trifluoro-2-phenylpropanoyl)-6-azaspiro[2.5]octan-1-yl)ethoxy)-2-chloro-N,N-dimethylbenzamide N[C@@](C(=O)N1CCC2(C[C@@H]2CCOC2=CC(=C(C(=O)N(C)C)C=C2)Cl)CC1)(C(F)(F)F)C1=CC=CC=C1 |o1:1,9|